TRANS-2-ISOBUTYL-4-METHYL-1,3-DIOXOLANE C(C(C)C)[C@@H]1OC[C@H](O1)C